({3-bromo-4-[(2-chloro-5-fluorophenyl) carbonyl]-2-methoxy-5-nitrophenyl} methyl) carbamate C(N)(OCC1=C(C(=C(C(=C1)[N+](=O)[O-])C(=O)C1=C(C=CC(=C1)F)Cl)Br)OC)=O